5-chloro-N-(4-iodophenyl)-N-methylpentanamide ClCCCCC(=O)N(C)C1=CC=C(C=C1)I